1,2,3,5-tetra(carbazolyl)-4,6-dicyanobenzene C1(=CC=CC=2C3=CC=CC=C3NC12)C1=C(C(=C(C(=C1C#N)C1=CC=CC=2C3=CC=CC=C3NC12)C#N)C1=CC=CC=2C3=CC=CC=C3NC12)C1=CC=CC=2C3=CC=CC=C3NC12